tert-Butyl 3-(1-methyl-1H-imidazole-5-carboxamido)azetidine-1-carboxylate CN1C=NC=C1C(=O)NC1CN(C1)C(=O)OC(C)(C)C